Diethyl(((3aS)-3-oxo-3a-propyl-1,3,3a,4,5,6-hexahydroisobenzofuran-1-yl)methyl)phosphonate C(C)OP(OCC)(=O)CC1OC([C@]2(CCCC=C12)CCC)=O